calcium diallylaminomethylphosphonate C(C=C)N(CC=C)CP([O-])([O-])=O.[Ca+2]